FC(C=1C(=C(C=CC1)[C@@H](C)NC=1C2=C(N=C(N1)C)C=NC(=C2)OCCNC)OCCNC)F N-[(1R)-1-{3-(difluoromethyl)-2-[2-(methylamino)ethoxy]phenyl}ethyl]-2-methyl-6-[2-(methylamino)ethoxy]pyrido[3,4-d]pyrimidin-4-amine